N[C@@H](CCC#N)C1=CC(=CC=C1)CN1CCN(CC1)C (S)-4-amino-4-(3-((4-methylpiperazin-1-yl)methyl)phenyl)butanenitrile